C1(=CC=C(C=C1)N(C=1C=C(C(=CC1)C1=CC=CC=C1)C1=CC=C(C=C1)C1=CC=CC2=CC=CC=C12)C=1C2=CC=CC=C2C=2C=CC=CC2C1)C1=CC=CC=C1 (biphenyl-4-yl)-(phenanthrene-9-yl)-{4''-(naphthalene-1-yl)-1,1':2',1''-terphenyl-4'-yl}amine